S1SC(CC1)CCCCCCC=O 1,2-dithiolane-3-heptanal